C1(CCC1)C(=O)N1CC2=C(N(C=3C=CC=CC23)CC)CC1 cyclobutyl-(5-ethyl-3,4-dihydro-1H-pyrido[4,3-b]indol-2-yl)methanone